(R)-3-((2-chloro-5-(((R)-4-methyl-2-oxopyrrolidin-1-yl)methyl)pyrimidin-4-yl)oxy)-10-methyl-9,10,11,12-tetrahydro-8H-[1,4]diazepino[5',6':4,5]thieno[3,2-f]quinoxalin-8-one ClC1=NC=C(C(=N1)OC1=NC=2C=CC3=C(C2N=C1)C1=C(S3)C(N[C@@H](CN1)C)=O)CN1C(C[C@H](C1)C)=O